ClC=1C=C(C=CC1)CCN1C[C@@H]([C@@H](C1)C)COC1=CC=C(C=C1)S(=O)(=O)C (3R,4S)-1-[2-(3-chlorophenyl)ethyl]-3-[(4-methanesulfonylphenoxy)methyl]-4-methylpyrrolidine